Azido-triethyleneglycol N(=[N+]=[N-])C(COCCOCCO)O